5-(3,5-dimethoxy-4-[1-oxa-4,9-diazaspiro[5.5]undecan-9-ylmethyl]phenyl)-N,7-dimethyl-8-oxo-3,4-dihydro-1H-2,7-naphthyridine-2-carboxamide COC=1C=C(C=C(C1CN1CCC2(CNCCO2)CC1)OC)C=1C=2CCN(CC2C(N(C1)C)=O)C(=O)NC